C(C1=CC=CC=C1)N1N=CC2=CC(=CC=C12)NC(=O)C1CN(CC1)C#N N-(1-benzyl-1H-indazol-5-yl)-1-cyanopyrrolidine-3-carboxamide